C1N(CCC2=CC=CC=C12)C[C@H](CN1C(C2=CC=C(C=C2CC1)C=1C=NC=CC1)=O)O 2-[(2R)-3-(3,4-Dihydro-1H-isochinolin-2-yl)-2-hydroxy-propyl]-6-(3-pyridyl)-3,4-dihydroisochinolin-1-on